4-[2-(4-fluorophenoxy)ethylamino]tetrahydropyran FC1=CC=C(OCCNC2CCOCC2)C=C1